[Pb].[Ca].[Sn].[Zr] zirconium tin calcium lead